Potassium hexadienate C(C=CC=CC)(=O)[O-].[K+]